ClC1=C(C(=C2C=NNC2=C1)C1=C(C=C2C=NC(=NC2=C1F)OC[C@]12CCCN2C[C@@H](C1)F)F)C 7-(6-chloro-5-methyl-1H-indazol-4-yl)-6,8-difluoro-2-(((2R,7aS)-2-fluorotetrahydro-1H-pyrrolizine-7a(5H)-yl)methoxy)quinazoline